O1CCN(CC1)CCN1COC=N1 N-(2-morpholinoethyl)-1,3,4-oxadiazol